ClC1=NC=CC(N1C)=O 2-chloro-3-methylpyrimidin-4(3H)-one